CC(CC)C(CCCC)CCC 3-methyl-4-propyl-octane